CC1=C(OC2=C(C=C(C=C2C1=O)C)C(C)NC1=C(C=CC=C1)P(O)(O)=O)C=1C=C2C=C(NC2=CC1)C [2-[1-[3,6-dimethyl-2-(2-methylindol-5-yl)-4-oxo-chromen-8-yl]ethylamino]phenyl]phosphonic acid